O=C1NC(CCC1NC1=C(C=C(C=C1)C1CCN(CC1)C(=O)OC(C)(C)C)F)=O Tert-butyl 4-[4-[(2,6-dioxo-3-piperidyl)amino]-3-fluoro-phenyl]piperidine-1-carboxylate